C(C)(C)(C)N1CC[C@@H](C1)C1=CC=C(C=C1)Cl (3S,4R)-1-(tert-butyl)-4-(4-chlorophenyl)pyrrolidine